3,5-dichloro-2-hydroxybenzenesulfonic acid sodium [Na].ClC=1C(=C(C=C(C1)Cl)S(=O)(=O)O)O